4-tert-butyl-2-(4-tert-butyl-2-pyridyl)pyridine C(C)(C)(C)C1=CC(=NC=C1)C1=NC=CC(=C1)C(C)(C)C